3-(2-methoxy-3-(trifluoromethyl)phenoxy)azetidine 4-methylbenzene-sulfonate CC1=CC=C(C=C1)S(=O)(=O)O.COC1=C(OC2CNC2)C=CC=C1C(F)(F)F